C1(=CC=C(C=C1)C#CC1=CC=C(C=C1)[C@H](C)NC(=O)NCC)C#CC1=CC=C(C=C1)[C@H](C)NC(=O)NCC 1,1'-((1S,1'S)-((1,4-phenylenebis(ethyne-2,1-diyl))bis(4,1-phenylene))-bis(ethane-1,1-diyl))bis(3-ethylurea)